COC=1C=CC=2C=CC3=C(C4=C(N5C(O3)C(C(N5)=O)(C)C)C=CC=C4)C2C1 2-Methoxy-8,8-dimethyl-7a,8-dihydrobenzo[d]naphtho[1,2-f]pyrazolo[5,1-b][1,3]oxazepin-9(10H)-one